(11e)-isoleucine N[C@@H]([C@@H](C)CC)C(=O)O